(7,8-dichloro-4-(1H-imidazol-1-yl)quinolin-2-yl)serine methyl ester COC([C@@H](NC1=NC2=C(C(=CC=C2C(=C1)N1C=NC=C1)Cl)Cl)CO)=O